C(C)N(CCC[Si](OCC)(OCC)OCC)CC (N,N-diethyl-3-aminopropyl)triethoxysilane